Methyl (4-(3-Amino-7-(4-hydroxyphenyl)-1H-indazol-5-yl)pyridin-2-yl)carbamate NC1=NNC2=C(C=C(C=C12)C1=CC(=NC=C1)NC(OC)=O)C1=CC=C(C=C1)O